FC=1C=CC=C2C(=NN=C(C12)N[C@@H]1CN(C[C@H]1CO)C(C=C)=O)C1=CC=C(C=C1)C(F)(F)F 1-((3S,4R)-3-((8-fluoro-4-(4-(trifluoromethyl)phenyl)phthalazin-1-yl)amino)-4-(hydroxymethyl)pyrrolidin-1-yl)prop-2-en-1-one